N-(5-((3-((5-methoxypyridin-3-yl)methyl)pyrrolidin-1-yl)methyl)thiazol-2-yl)acetamide COC=1C=C(C=NC1)CC1CN(CC1)CC1=CN=C(S1)NC(C)=O